3-(3-methoxy-4-hydroxyphenyl)propenoic acid COC=1C=C(C=CC1O)C=CC(=O)O